NC1=C(SC2=NC(=CC=C21)C)C(=O)N[C@H]2COC1=CC(=CC(=C1C2)F)N2CCN(CC2)C(=O)OC(C)(C)C Tert-Butyl (R)-4-(3-(3-amino-6-methylthieno[2,3-b]pyridine-2-carboxamido)-5-fluorochroman-7-yl)piperazine-1-carboxylate